N[C@H](C(=O)NC=1C=CC(=C(C(=O)N[C@H](C)C2=CC=CC3=CC=CC=C23)C1)C(=O)N1CCCC1)CN 5-((S)-2,3-diaminopropanamido)-N-((R)-1-(naphthalen-1-yl)ethyl)-2-(pyrrolidine-1-carbonyl)benzamide